Benzyl (S)-(+)-glycidyl ether C1[C@H](O1)COCC2=CC=CC=C2